BrC1=C2C=NNC2=C(C(=C1C(F)F)F)NC(C)C 4-bromo-5-(difluoromethyl)-6-fluoro-N-isopropyl-1H-indazol-7-amine